C(C(=C)C)(=O)O.FC(OC1=C(C=CC=C1)NC(C1=CC=C(C=C1)C=1NOC=C(N1)C(F)(F)F)=O)F N-[2-(difluoromethoxy)phenyl]-4-[5-(trifluoromethyl)-1,2,4-oxadiazin-3-yl]benzamide Methacrylat